FC(CC(C(=O)NC1=NC=CC(=C1)C1=C(C=2C(=NC(=CN2)F)N1)C1=NC=CC=C1)C1=CC=C(C=C1)F)F 4,4-Difluoro-2-(4-fluorophenyl)-N-{4-[3-fluoro-7-(pyridin-2-yl)-5H-pyrrolo[2,3-b]pyrazin-6-yl]pyridin-2-yl}butanamid